NC1=[N+](C(=CC(=N1)N1CCCCC1)N)[O-] 2,6-Diamino-4-piperidinopyrimidin-1-oxide